4-((dimethylamino)methyl)pyridin-2(1H)-one CN(C)CC1=CC(NC=C1)=O